2,7-difluorofluorenone C1=CC2=C(C=C1F)C=C3C2=CC=C(C3=O)F